(2r,3s)-3-((2-(1-(4-methoxybenzyl)-2,6-dioxopiperidin-3-yl)-1-oxoisoindolin-5-yl)oxy)-2-methylpyrrolidine-1-carboxylic acid tert-butyl ester C(C)(C)(C)OC(=O)N1[C@@H]([C@H](CC1)OC=1C=C2CN(C(C2=CC1)=O)C1C(N(C(CC1)=O)CC1=CC=C(C=C1)OC)=O)C